ClC1=CC2=C(N=CNC2=O)C=N1 6-Chloropyrido[3,4-d]pyrimidin-4(3H)-one